7-bromo-1,6-dimethyl-indoline-2,3-dione BrC=1C(=CC=C2C(C(N(C12)C)=O)=O)C